(R)-2-((1-(2-(4-(1H-pyrazol-3-yl)piperidin-1-yl)-3-cyano-7-methyl-4-oxo-4H-pyrido[1,2-a]pyrimidin-9-yl)ethyl)amino)benzoic acid N1N=C(C=C1)C1CCN(CC1)C=1N=C2N(C(C1C#N)=O)C=C(C=C2[C@@H](C)NC2=C(C(=O)O)C=CC=C2)C